4-bromo-2-[(4-fluorophenyl)methyl]phenol BrC1=CC(=C(C=C1)O)CC1=CC=C(C=C1)F